Methyl 5-bromo-4-chloro-2-(4-(dimethylamino) cyclohexyl)-2,7-dimethyl-2,3-dihydrobenzofuran-6-carboxylate BrC=1C(=C(C2=C(CC(O2)(C)C2CCC(CC2)N(C)C)C1Cl)C)C(=O)OC